Bis-(dodecylphenyl)-iodonium tetrafluoroborat F[B-](F)(F)F.C(CCCCCCCCCCC)C1=C(C=CC=C1)[I+]C1=C(C=CC=C1)CCCCCCCCCCCC